NC1=NC=CC=C1C1=NC=2C(=NC(=CC2)C2=CC=CC=C2)N1C1=CC(=C(C=C1)C(C)O)F 1-(4-(2-(2-aminopyridin-3-yl)-5-phenyl-3H-imidazo[4,5-b]pyridin-3-yl)-2-fluorophenyl)ethan-1-ol